4-[(2,6-difluoro-benzyl)amino]-2-[[1-((tetrahydro-furan-2-yl)methyl)-1H-pyrazol-4-yl]amino]pyrimidin-5-carboxamide FC1=C(CNC2=NC(=NC=C2C(=O)N)NC=2C=NN(C2)CC2OCCC2)C(=CC=C1)F